BrC1=C(C(=C2C(=NC(=NC2=C1F)SC)Cl)OC)Cl 7-bromo-4,6-dichloro-8-fluoro-5-methoxy-2-(methylthio)quinazoline